4-methoxy-6-(1H-pyrazol-1-yl)pyridazine-3-carboxylic acid COC1=C(N=NC(=C1)N1N=CC=C1)C(=O)O